propylallene C(CC)C=C=C